C(C=1C(C(=O)OCCCC)=CC=CC1)(=O)OCCCC Di-Butyl Phthalate